4-[3-[(7S)-3-(3,5-Difluorophenyl)-2,7-dimethyl-5,7-dihydro-4H-pyrazolo[3,4-c]pyridine-6-carbonyl]-5-fluorophenyl]-1H-pyrrole-2-carbonitrile FC=1C=C(C=C(C1)F)C=1N(N=C2[C@@H](N(CCC21)C(=O)C=2C=C(C=C(C2)F)C=2C=C(NC2)C#N)C)C